2-methyl-5-nitro-4-[(2,2,2-trifluoroacetyl)amino]benzenesulfonyl chloride CC1=C(C=C(C(=C1)NC(C(F)(F)F)=O)[N+](=O)[O-])S(=O)(=O)Cl